5-chloro-7-(phenylsulfanyl)-2,3-dihydro-1-benzofuran-3-yl acetate C(C)(=O)OC1COC2=C1C=C(C=C2SC2=CC=CC=C2)Cl